ClC1=NC=CC(=C1NC(CC(=O)OCC)=O)C#N ethyl 3-[(2-chloro-4-cyano-3-pyridyl) amino]-3-oxo-propanoate